C(CCC(=O)C)(=O)OC1CCC2=CC=CC=C12 INDANYL LEVULINATE